Octafluorodecanol FC(C(C(C(O)(F)F)(F)F)(F)F)(CCCCCC)F